(1S,3S)-4'-Chloro-5'-(5-cyano-1H-indol-3-yl)-3-methyl-1',2'-dihydrospiro[cyclopentane-1,3'-pyrrolo[2,3-b]pyridine]-3-carbonitrile ClC1=C2C(=NC=C1C1=CNC3=CC=C(C=C13)C#N)NC[C@@]21C[C@](CC1)(C#N)C